1-Isopropyl-3,5-bis(2-fluorobenzylidene)piperidin-4-one C(C)(C)N1CC(C(C(C1)=CC1=C(C=CC=C1)F)=O)=CC1=C(C=CC=C1)F